tri(methoxycarbonylmethyl)amine COC(=O)CN(CC(=O)OC)CC(=O)OC